1-allyl-5-cyclopropyl-1H-pyrazole-4-carboxylic acid C(C=C)N1N=CC(=C1C1CC1)C(=O)O